COC1=CC=C(CNC(=O)NC2=CC=C(C=C2)C2CN(CC2)S(=O)(=O)C)C=C1 1-(4-methoxybenzyl)-3-(4-(1-(methyl-sulfonyl)pyrrolidin-3-yl)phenyl)urea